[Si](C)(C)(C(C)(C)C)OCC(=O)NN 2-((tert-butyldimethylsilyl)oxy)acetylhydrazine